(S)-2-(((1-(4-fluorobenzyl)-1H-pyrazol-4-yl)methyl)amino)-7,8-dimethyl-6-oxo-5,6,7,8-tetrahydropteridine-4-carboxylic acid ethyl ester C(C)OC(=O)C1=NC(=NC=2N([C@H](C(NC12)=O)C)C)NCC=1C=NN(C1)CC1=CC=C(C=C1)F